ethyl 4-(benzyloxy)-2,2-difluorobutyrate C(C1=CC=CC=C1)OCCC(C(=O)OCC)(F)F